CC(C)(C)OC(CCCC=1C=C2CCN(CC2=CC1)C(=O)OCC1=CC=CC=C1)=O benzyl 6-[4-[(2-methylpropan-2-yl)oxy]-4-oxobutyl]-3,4-dihydro-1H-isoquinoline-2-carboxylate